6-chloro-indole ClC1=CC=C2C=CNC2=C1